1-((5R,7R)-7-((6-(1-methyl-1H-pyrazol-4-yl)pyrazolo[1,5-a]pyrazin-4-yl)oxy)-2-azaspiro[4.4]nonan-2-yl)prop-2-en-1-one CN1N=CC(=C1)C=1N=C(C=2N(C1)N=CC2)O[C@H]2C[C@]1(CCN(C1)C(C=C)=O)CC2